NC=1N=C(C2=C(N1)C(=CN2CC2=C(C=C(C=C2)CN2[C@@H](CCC2)COCCN2C(C=CC2=O)=O)OC)Cl)NCCCCC 1-[2-({(2S)-1-[(4-{[2-amino-7-chloro-4-(pentylamino)-5H-pyrrolo[3,2-d]pyrimidin-5-yl]methyl}-3-methoxyphenyl)methyl]pyrrolidin-2-yl}methoxy)ethyl]-1H-pyrrole-2,5-dione